O1C(=NC2=C1C=CC=C2)C2CCN(CC2)C2=C(C(N(C1=CC(=CC=C21)Cl)C)=O)C(=O)N 4-[4-(1,3-benzoxazol-2-yl)piperidin-1-yl]-7-chloro-1-methyl-2-oxo-1,2-dihydroquinoline-3-carboxamide